C(CC(=O)C)(=O)O[C@H]1[C@@H](O[C@@H]([C@H]1OC(CC(=O)C)=O)COC(CC(=O)C)=O)N1C(=O)NC(=O)C=C1 2',3',5'-tri-O-(acetoacetyl)uridine